C(C1=CC=CC=C1)OC=1C(=CC2=C(N(N=N2)C)C1)C(=O)N1CCN(CC1)C=1C(N2N=C(N=C2N(C1CC)CC(=O)N)C=1C=C2COCC2=CC1)=O [5-(4-{[6-(benzyloxy)-1-methyl-1H-1,2,3-benzotriazol-5-yl]carbonyl}-1-piperazinyl)-2-(1,3-dihydro-5-isobenzofuranyl)-6-ethyl-4-oxo-1,3,3a,7-tetraaza-7-indenyl]acetamide